1H-indol-5-ylboronic acid N1C=CC2=CC(=CC=C12)B(O)O